di(N-methyl-acetamido)silane CN(C(C)=O)[SiH2]N(C(C)=O)C